COC1=CC=C(C=C1)CN1C(C(CCC1=O)N1C(N(C2=C1C=CC=C2N2CCC(CC2)OCC2CCN(CC2)C(=O)OCCCC)C)=O)=O butyl 4-[[1-[1-[1-[(4-methoxyphenyl) methyl]-2,6-dioxo-3-piperidyl]-3-methyl-2-oxo-benzimidazol-4-yl]-4-piperidyl]oxymethyl]piperidine-1-carboxylate